dioleoxypropyl-trimethyl-ammonium chloride [Cl-].C(CCCCCCC\C=C/CCCCCCCC)OC(CC[N+](C)(C)C)OCCCCCCCC\C=C/CCCCCCCC